FC1=C(\C=C/2\C(NC(S2)=O)=O)C(=CC(=C1OC)F)F (Z)-5-(2,4,6-trifluoro-3-methoxybenzylidene)thiazolidine-2,4-dione